N-(4-(1-(((1-cyanocyclopropyl)methyl)sulfonyl)-1,2,3,6-tetrahydropyridin-4-yl)-1H-pyrrolo[2,3-b]pyridin-6-yl)cyclopropylcarboxamide C(#N)C1(CC1)CS(=O)(=O)N1CCC(=CC1)C1=C2C(=NC(=C1)NC(=O)C1CC1)NC=C2